4-(7-(5-chloro-2-fluorophenyl)-2,3-dihydro-1H-pyrido[3,4-b][1,4]oxazin-1-yl)nicotinonitrile ClC=1C=CC(=C(C1)C1=CC2=C(OCCN2C2=CC=NC=C2C#N)C=N1)F